FC(OC1=NNC2=NC=C(C=C21)OC2=CC=C(C=C2)N2C(N(CC2=O)C2=CC(=CC=C2)C(C(F)(F)F)O)=O)F 3-(4-{[3-(difluoromethoxy)-1H-pyrazolo[3,4-b]pyridin-5-yl]oxy}phenyl)-1-[3-(2,2,2-trifluoro-1-hydroxyethyl)phenyl]-2,4-imidazolidinedione